ClC1=C(C(=CC=C1)Cl)N1CC(C1)C1=CC(=C(C(=C1)C)CN1CCC(CC1)(C)OC(C)=O)C acetic acid [1-[[4-[1-(2,6-dichlorophenyl) azetidin-3-yl]-2,6-dimethyl-phenyl] methyl]-4-methyl-4-piperidinyl] ester